FC=1OC2=C(C1)C=CC=C2C(C)(O)C=2N=CN(C2)C(C2=CC=CC=C2)(C2=CC=CC=C2)C2=CC=CC=C2 1-(2-fluoro-1-benzofuran-7-yl)-1-[1-(trityl)imidazol-4-yl]ethanol